OC(C(C)(C)C)C=1C=C(C=CC1)O 3-(1-hydroxy-2,2-dimethylpropyl)phenol